5-methoxy-7,9,9,13-tetramethyl-4,6-dioxatetracyclo[6.5.1.01,10.03,7]tetradecane COC1OC2CC34C(C(C(C2(O1)C)C4)(C)C)CCC3C